1-(3-chlorophenyl)ethyl (1-((6-cyclopropylimidazo[1,2-a]pyridin-2-yl)methyl)-1H-imidazo[4,5-c]pyridin-6-yl)carbamate C1(CC1)C=1C=CC=2N(C1)C=C(N2)CN2C=NC=1C=NC(=CC12)NC(OC(C)C1=CC(=CC=C1)Cl)=O